methyl (S)-2-((S)-1-(4-chloro-1H-pyrazol-1-yl)propan-2-yl)-7-methyl-3-((S)-pyrrolidin-3-yl)-3,7,8,9-tetrahydro-6H-imidazo[4,5-f]quinoline-6-carboxylate ClC=1C=NN(C1)C[C@H](C)C=1N(C=2C(=C3CC[C@@H](N(C3=CC2)C(=O)OC)C)N1)[C@@H]1CNCC1